CC1=C2C(=CC(=C1C(=O)O)O)C(=O)C3=CC(=C(C(=C3C2=O)[O-])[C@H]4[C@@H]([C@H]([C@@H]([C@H](O4)CO)O)O)O)[O-] The molecule is the beta configuration has been determined in Fiecchi et al (1981) J. Org. Chem. DOI:10.1021/jo00320a061. for kermesic acid